ClC=1SC(=CN1)CO[C@H](CC=1C=NC=CC1)C1=C(C=NN1C)Cl |r| (RS)-2-chloro-5-((1-(4-chloro-1-methyl-1H-pyrazol-5-yl)-2-(pyridin-3-yl)ethoxy)methyl)thiazole